(2-fluoro-4-(trifluoromethyl)phenyl)acetamide FC1=C(C=CC(=C1)C(F)(F)F)CC(=O)N